C(C)SC=1N(N=C2C=C(C=CC12)C1(CC1)C#N)C=1C=C2C(=CN1)N(N=C2)CCC(F)(F)F 1-[3-ethylsulfanyl-2-[1-(3,3,3-trifluoropropyl)pyrazolo[3,4-c]pyridin-5-yl]indazol-6-yl]cyclopropanecarbonitrile